N1N=CC(=C1)CCNC1=NC(=NC(=C1C)C)C(=O)NC(C)C=1OC=CC1 4-((2-(1H-pyrazol-4-yl)ethyl)amino)-N-(1-(furan-2-yl)ethyl)-5,6-dimethylpyrimidine-2-carboxamide